N[C@@]1(CN(CC1)C1=C(C=NC(=C1C1=C2C=NN(C2=CC=C1)C)OC)C(=O)N[C@H](C(F)(F)F)C)C 4-[(3S)-3-amino-3-methylpyrrolidin-1-yl]-6-methoxy-5-(1-methyl-1H-indazol-4-yl)-N-[(2S)-1,1,1-trifluoropropan-2-yl]pyridine-3-carboxamide